4-[(1S)-1-[[1-[(3R)-3-[3-(Trifluoromethyl)phenoxy]pyrrolidin-1-yl]cyclopropane-1-carbonyl]amino]ethyl]benzoic acid, hydrochloride Cl.FC(C=1C=C(O[C@H]2CN(CC2)C2(CC2)C(=O)N[C@@H](C)C2=CC=C(C(=O)O)C=C2)C=CC1)(F)F